methyl 5-amino-3-bromo-2-fluorobenzoate NC=1C=C(C(=C(C(=O)OC)C1)F)Br